FC1=C(C(=O)O)C=CC(=C1)N=C(NC(OC(C)(C)C)=O)NC(OC(C)C)=O 2-fluoro-4-((2,2,10,10-tetramethyl-4,8-dioxo-3,9-dioxa-5,7-diazadecan-6-ylidene)amino)benzoic acid